[Ni].C(C)(CC)C1=CC=CC=C1.C(C)(CC)C1=CC=CC=C1 bis(sec-butylbenzene) nickel